N-(3-chlorophenyl)-2-methylquinolin ClC=1C=C(C=CC1)N1C(C=CC2=CC=CC=C12)C